C(C)OC(=O)C=1C(NC(=C(C1C1=CC(=C(C=C1)Cl)Cl)C)C)=O 4-(3,4-dichlorophenyl)-5,6-dimethyl-2-oxo-1H-pyridine-3-carboxylic acid ethyl ester